Cl.NC(C(=O)N1CCN(CC1)C(=O)NC1=NC(N(C=C1)C=1C=C2CC(CC2=CC1)N[C@@H]1C[C@H](CC1)N)=O)(C)C 4-(2-Amino-2-methylpropanoyl)-N-(1-(2-(((1S,3S)-3-aminocyclopentyl)amino)-2,3-dihydro-1H-inden-5-yl)-2-oxo-1,2-dihydropyrimidin-4-yl)piperazine-1-carboxamide hydrochloride salt